E-9-dodecen-1-yl acetate C(C)(=O)OCCCCCCCC\C=C\CC